Cl.N[C@H]1[C@@H](COCC1)O (3S,4R)-4-aminotetrahydropyran-3-ol HCl salt